1-tert-butyloxycarbonyl-piperidine-4-carboxaldehyde C(C)(C)(C)OC(=O)N1CCC(CC1)C=O